nitrogen, rhodium salt [Rh].[N]